C[C@H]1N[C@H](CC(C1)C=1SC2=C(N1)C(=CC(=C2)C2=CC(=C1C(=N2)OC(=N1)C)C)F)C 5-{2-[(2R,4r,6S)-2,6-Dimethylpiperidin-4-yl]-4-fluoro-1,3-benzothiazol-6-yl}-2,7-dimethyl[1,3]oxazolo[5,4-b]pyridin